P(=O)([O-])([O-])[O-].[B+3].[Fe+2].[Li+].P(=O)([O-])([O-])[O-] lithium iron boron phosphate